N-(6-(5-amino-6-fluoro-1H-indazol-4-yl)imidazo[1,2-b]pyridazin-2-yl)-2-fluorocyclopropane-1-carboxamide NC=1C(=C2C=NNC2=CC1F)C=1C=CC=2N(N1)C=C(N2)NC(=O)C2C(C2)F